(5R)-5-[6-[2-hydroxy-6-methyl-4-(trifluoromethyl)phenyl]pyrazolo[3,4-b]pyridin-2-yl]piperidin-2-one OC1=C(C(=CC(=C1)C(F)(F)F)C)C=1C=CC=2C(N1)=NN(C2)[C@@H]2CCC(NC2)=O